NC(CN1N=CC(=C1)C1=CC=CC(=N1)C(=O)NC1=CC(=NN1C1=NC=C(C=C1)C)C1CCN(CC1)C(C)C)=O 6-(1-(2-amino-2-oxoethyl)-1H-pyrazol-4-yl)-N-(3-(1-isopropylpiperidin-4-yl)-1-(5-methylpyridin-2-yl)-1H-pyrazol-5-yl)picolinamide